O1CCC(CC1)OC1=CC=C(C=C1)CN (4-((tetrahydro-2H-pyran-4-yl)oxy)phenyl)methylamine